(S)-N-{1-[3-(6-Fluoro-pyridin-3-yl)-phenyl]-ethyl}-3-pyridin-3-yl-acrylamide FC1=CC=C(C=N1)C=1C=C(C=CC1)[C@H](C)NC(C=CC=1C=NC=CC1)=O